tert-Butyl (1-(4-Bromophenyl)piperidin-4-yl)carbamate BrC1=CC=C(C=C1)N1CCC(CC1)NC(OC(C)(C)C)=O